tert-butyl 4-((2'-oxospiro[cyclohexane-1,3'-indolin]-4'-yl)methyl)piperidine-1-carboxylate O=C1NC2=CC=CC(=C2C12CCCCC2)CC2CCN(CC2)C(=O)OC(C)(C)C